trihydroxy-5β-cholanic acid OC(C(C(=O)O)(O)O)[C@@H](C)[C@H]1CC[C@H]2[C@@H]3CC[C@@H]4CCCC[C@]4(C)[C@H]3CC[C@]12C